C=C1C(OC(C1)C1=C(C=CC=C1)C=1C=NN(C1)CC(=O)N1CCOCC1)=O 3-methylene-5-(2-(1-(2-morpholino-2-oxoethyl)-1H-pyrazol-4-yl)phenyl)dihydrofuran-2(3H)-one